C(C)(C)(C)OC(=O)C1N(CCNC1)C1=CN=CC=2CC(CCC12)C(=O)O 4-[(tert-Butoxycarbonyl)piperazin-1-yl]-5,6,7,8-tetrahydroisoquinoline-7-carboxylic acid